8-aza-7-deazaguanine N1C(N)=NC=2N=NCC2C1=O